5-chloro-2-(4-fluoro-2-(methoxy-d3)phenoxy)-N-(2-(methylthio)pyridin-4-yl)-4-(Trifluoromethyl)benzamide ClC=1C(=CC(=C(C(=O)NC2=CC(=NC=C2)SC)C1)OC1=C(C=C(C=C1)F)OC([2H])([2H])[2H])C(F)(F)F